C1(=CC=CC=C1)C=1C(=C(C=CC1)P(C(C1=C(C=C(C=C1C)C)C)=O)=O)C1=CC=CC=C1 Diphenyl-(2,4,6-Trimethylbenzoyl)phenylphosphine Oxide